2-(3-methyl-1H-pyrazol-4-yl)-4-(2-methyl-2,8-diazaspiro[4.5]decan-8-yl)-6-(pyridin-3-ylmethyl)pyrido[3,4-d]pyrimidine CC1=NNC=C1C=1N=C(C2=C(N1)C=NC(=C2)CC=2C=NC=CC2)N2CCC1(CCN(C1)C)CC2